6-chloro-N-{3-[2-(4-chloro-3-fluorophenoxy)acetamido]bicyclo[1.1.1]pent-1-yl}-4-oxo-3,4-dihydro-2H-1-benzopyran-2-carboxamide ClC=1C=CC2=C(C(CC(O2)C(=O)NC23CC(C2)(C3)NC(COC3=CC(=C(C=C3)Cl)F)=O)=O)C1